FC=1C=C(C=C(C1)F)CC(=O)N[C@H](C(=O)N[C@H]1N=C(C2=C(N(C1=O)C)C=CC=C2)C2=CC=CC=C2)C (S)-2-(2-(3,5-difluorophenyl)acetamido)-N-((S)-1-methyl-2-oxo-5-phenyl-2,3-dihydro-1H-benzo[e][1,4]diazepin-3-yl)propanamide